C(C)(C)C1=NC(=C2N=CNC2=N1)N isopropyl-9H-purin-6-amine